N1=C(C=CC=C1)CCCN1CCC(CC1)CNC(CC)=O N-({1-[3-(pyridin-2-yl)propyl]hexahydropyridin-4-yl}methyl)propanamide